BrC=1C(=C(C(NC1)=O)C(=O)OC)C methyl 5-bromo-4-methyl-2-oxo-1,2-dihydropyridine-3-carboxylate